1-(4-(4-((2-fluoro-4-((pyridin-2-ylamino)methyl)phenyl)amino)-7H-pyrrolo[2,3-d]pyrimidin-5-yl)piperidin-1-yl)prop-2-en-1-one FC1=C(C=CC(=C1)CNC1=NC=CC=C1)NC=1C2=C(N=CN1)NC=C2C2CCN(CC2)C(C=C)=O